N-(4-((2-(1,1-difluoroethyl)-6-methylpyrimidin-4-yl)amino)-5-(pyridazin-3-yl)pyridin-2-yl)acetamide FC(C)(F)C1=NC(=CC(=N1)NC1=CC(=NC=C1C=1N=NC=CC1)NC(C)=O)C